N1(CCC2=CC=CC=C12)CCN1CCOCC1 4-(2-(INDOLIN-1-YL)ETHYL)MORPHOLINE